C(C)(C)N1C(=NN=C1)C1=CC=CC(=N1)N1C(N(CC1)C1=CC(=C(C=C1)N1CCOCC1)C)=O 1-(6-(4-isopropyl-4H-1,2,4-triazol-3-yl)pyridin-2-yl)-3-(3-methyl-4-morpholinophenyl)imidazolidin-2-one